Cl.N[C@H](C(=O)NC=1C=NC(=CC1)Br)C1CCC(CC1)C (2S)-2-amino-N-(6-bromo-3-pyridyl)-2-((1r,4S)-4-methylcyclohexyl)acetamide hydrochloride